C1(=CC=CC=C1)N(C1=C(C(=CC=C1)C1=CC=CC=C1)C1=CC=CC=2C3=CC=CC=C3NC12)C1=C(C(=CC=2C3=CC=CC=C3CC12)C1=CC=CC=C1)C1=CC=CC=C1 (phenyl)(diphenylfluorenyl)(phenylcarbazolylphenyl)amine